FC=1C(=C(NC2=C(NC3=C2C(NCC3)=O)C3=C(C=NC=C3)OC[C@@H]3CN(CCO3)C(=O)OCCCC)C=CC1)OC butyl (2S)-2-[({4-[3-(3-fluoro-2-methoxyanilino)-4-oxo-4,5,6,7-tetrahydro-1H-pyrrolo[3,2-c]pyridin-2-yl]pyridin-3-yl}oxy)methyl]morpholine-4-carboxylate